2-(4-((4-((R)-4-((tert-butoxycarbonyl)amino)-2-oxopyrrolidin-1-yl)phenyl)sulfonyl)piperazin-1-yl)-6-methylpyrimidin C(C)(C)(C)OC(=O)N[C@@H]1CC(N(C1)C1=CC=C(C=C1)S(=O)(=O)N1CCN(CC1)C1=NC(=CC=N1)C)=O